1-(2-methoxyethyl)cycloheptanecarboxylic acid methyl ester COC(=O)C1(CCCCCC1)CCOC